C(=O)O.C(C)(C)(C)C=1C=NN(C(C1)=O)CC1=CC2=NC=CC(=C2S1)C1=CC(=CC=2OCCN(C21)[C@@H]2CNC(C2)(C)C)C#N (S)-5-(2-((4-(tert-butyl)-6-oxopyridazin-1(6H)-yl)methyl)thieno[3,2-b]pyridin-7-yl)-4-(5,5-dimethylpyrrolidin-3-yl)-3,4-dihydro-2H-benzo[b][1,4]oxazine-7-carbonitrile, formic acid salt